[I-].ClC=1C=CC2=C(N(C=[N+]2CC)CC)C1 6-chloro-1,3-diethyl-1H-1,3-benzodiazol-3-ium iodide